2-(3-fluoro-2-pyridyl)-3-[rac-(1S,3R)-3-[(5-chlorothiophene-2-carbonyl)amino]cyclohexyl]imidazo[4,5-c]pyridine-6-carboxylic acid FC=1C(=NC=CC1)C1=NC2=C(C=NC(=C2)C(=O)O)N1[C@@H]1C[C@@H](CCC1)NC(=O)C=1SC(=CC1)Cl |r|